COCCC1(C(N(C=2C=C3C=NC(=NC3=CC21)C)C)=O)C 8-(2-methoxyethyl)-2,6,8-trimethyl-6,8-dihydro-7H-pyrrolo[2,3-g]quinazolin-7-one